N-(5-(((1R,3R)-5-oxaspiro[2.4]heptan-1-yl)methoxy)-4-((2-(1,1-difluoroethyl)-6-methylpyrimidin-4-yl)amino)pyridin-2-yl)acetamide [C@H]1(C[C@]12COCC2)COC=2C(=CC(=NC2)NC(C)=O)NC2=NC(=NC(=C2)C)C(C)(F)F